FC1CC2=C(C(=NC=C2O)C(F)(F)F)C12OCCO2 6'-fluoro-1'-(trifluoromethyl)spiro[1,3-dioxolane-2,7'-5,6-dihydrocyclopenta[c]pyridine]-4'-ol